C(=O)(O)C(CC(=O)[O-])(CC(=O)O)O 3-carboxy-3,5-dihydroxy-5-oxo-pentanoate